8-fluoro-2H-benzo[d][1,3]oxazine-2,4(1H)-dione FC1=CC=CC2=C1NC(OC2=O)=O